COC(=O)N1C[C@@H](OCC1)CC1=C(N=C2N1C=CC(=C2)Cl)C2=C(C=C(C=C2F)Br)F (S)-2-((2-(4-bromo-2,6-difluorophenyl)-7-chloroimidazo[1,2-a]pyridin-3-yl)methyl)morpholine-4-carboxylic acid methyl ester